1-[(2-chloro-4-methylphenyl)methyl]-6-(trifluoromethyl)indazole-3-carboxylic acid ClC1=C(C=CC(=C1)C)CN1N=C(C2=CC=C(C=C12)C(F)(F)F)C(=O)O